1,4-bis-hydroxymethyl-cyclohexane OCC1CCC(CC1)CO